C(#N)C1=CC(=C(COC2=CC=CC(=N2)C2=CC(=C(CC3=NC4=C(N3[C@@H]3COC[C@@H]3OC3CC3)C=C(C=C4)C(=O)O)C=C2F)F)C=C1)F |r| Racemic-2-(4-(6-((4-cyano-2-fluorobenzyl)oxy)pyridin-2-yl)-2,5-difluorobenzyl)-1-((3R,4R)-4-cyclopropoxytetrahydrofuran-3-yl)-1H-benzo[d]imidazole-6-carboxylic acid